N1NCCCC1 diazinan